S1C(N=C2C1=C1C34C=CC=CC3=C(C=C1C=C2)NCC4)N 7,11a-(epiminoethano)phenanthro[3,4-d]thiazol-2-amine